N(=C=S)CCCS(=O)(=O)C 1-Isothiocyanato-3-(methylsulfonyl)-propan